tosyl-L-histidine tert-butyl ester C(C)(C)(C)OC([C@@H](NS(=O)(=O)C1=CC=C(C)C=C1)CC1=CNC=N1)=O